N[C@@H](CCCCCC(=O)C=1OC=CN1)C=1NC(=CN1)C1=C(C=C(C=C1)OC)F (7S)-7-amino-7-[5-(2-fluoro-4-methoxyphenyl)-1H-imidazol-2-yl]-1-(1,3-oxazol-2-yl)heptan-1-one